C(=O)(O)C1=C(C(C(=O)NN)=CC(=C1)C(=O)O)C(=O)O 3,5-dicarboxyphthalic hydrazide